1-(chloromethyl)-2-(trifluoromethyl)benzene ClCC1=C(C=CC=C1)C(F)(F)F